(S)-2-((6-(methoxymethoxy)-6'-oxo-3',6'-dihydro-[2,4'-bipyridin]-1'(2'H)-yl)methyl)-3-(oxetan-2-ylmethyl)-3H-imidazo[4,5-b]pyridine-5-carboxylic acid COCOC1=CC=CC(=N1)C=1CCN(C(C1)=O)CC1=NC=2C(=NC(=CC2)C(=O)O)N1C[C@H]1OCC1